monofluoroferrocene 5-(1-(4-((4-methoxybenzyl)oxy)butyl)hydrazino)-1H-tetrazolepropanecarbamate COC1=CC=C(COCCCCN(N)C2(N=NNN2)CCCNC(=O)O)C=C1.F[C-]1C=CC=C1.[CH-]1C=CC=C1.[Fe+2]